3-[5-[4-(1,3-dioxolan-2-yl)-1-piperidyl]-3-methyl-2-oxo-benzimidazol-1-yl]piperidine-2,6-dione O1C(OCC1)C1CCN(CC1)C1=CC2=C(N(C(N2C)=O)C2C(NC(CC2)=O)=O)C=C1